cis-tert-butyl (3-(3-(trifluoromethyl)-1H-pyrazol-1-yl)cyclopentyl)carbamate FC(C1=NN(C=C1)[C@H]1C[C@H](CC1)NC(OC(C)(C)C)=O)(F)F